O.P(=O)([O-])([O-])O.O.P(=O)(O)(O)O.[Ca+2].C12CC(CC(C1)C2)OC2=C(C=C(C=C2F)NC(=O)C=2N=C(OC2CC)N2CCCC2)F N-(4-(bicyclo[3.1.1]heptan-3-yloxy)-3,5-difluorophenyl)-5-ethyl-2-(pyrrolidin-1-yl)oxazole-4-carboxamide calcium hydrogen phosphate hydrate orthophosphate hydrate